(3,3,3-Trifluoro-2,2-dimethylpropyl)zinc(II) bromide [Br-].FC(C(C[Zn+])(C)C)(F)F